OC(C)(C)C1=CC=C(C=C1)N1CC=2C(=NC(=CC2C1=O)COC)C1=C(C=CC=C1)OCC(F)(F)F 2-[4-(2-hydroxypropan-2-yl)phenyl]-6-(methoxymethyl)-4-[2-(2,2,2-trifluoroethoxy)phenyl]-2,3-dihydro-1H-pyrrolo[3,4-c]pyridin-1-one